Butyl (S)-2-(3-(3-(cyclopropyl(4-(thiophen-2-yl)benzyl)carbamoyl)piperidin-1-yl)phenoxy)-2-methylpropanoate C1(CC1)N(C(=O)[C@@H]1CN(CCC1)C=1C=C(OC(C(=O)OCCCC)(C)C)C=CC1)CC1=CC=C(C=C1)C=1SC=CC1